1,8-difluorononane FCCCCCCCC(C)F